5-methyl-2-(1H-1,2,3-triazol-2-yl)benzoic acid CC=1C=CC(=C(C(=O)O)C1)N1NC=CN1